peroxybromide O(OBr)Br